3-(2-piperidin-4-ylethyl)-1H-indole N1CCC(CC1)CCC1=CNC2=CC=CC=C12